5-(4-morpholino-6-(thiomorpholino)-1,3,5-triazin-2-yl)-4-(trifluoromethyl)pyridin-2-amine O1CCN(CC1)C1=NC(=NC(=N1)N1CCSCC1)C=1C(=CC(=NC1)N)C(F)(F)F